C(\C=C/CC)=O (Z)-pent-2-enal